FC=1C=CC(=CC1)C 5-fluoro-2-methylbenzene